3-((6-methoxypyridin-3-yl)methyl)-5-methyl-7-(methylsulfonyl)-3,5,6,7,8,9-hexahydro-4H-pyrido[4',3':4,5]pyrrolo[2,3-d]pyridazin-4-one COC1=CC=C(C=N1)CN1N=CC2=C(C1=O)N(C1=C2CCN(C1)S(=O)(=O)C)C